C(C)OCCCC(CO[Si](OCC)(OCC)OCC)CCCOCC bis-(3-ethoxypropyl)tetraethoxysilane